FC1=C(C(=C(C(=C1)OC)F)F)F 1,2,3,4-tetrafluoro-5-methoxy-benzene